ethyl N-(2-chlorothieno[2,3-d]pyrimidin-4-yl)-N-methylglycinate ClC=1N=C(C2=C(N1)SC=C2)N(CC(=O)OCC)C